methyl-(vinyl)diethoxysilane C[Si](OCC)(OCC)C=C